FC1=NN(N=C1)C=1C=C(N)C=CC1C(F)(F)F 3-(4-fluoro-2H-1,2,3-triazol-2-yl)-4-(trifluoromethyl)aniline